tert-butyl (tert-butoxycarbonyl)(5-(4-(isopropylsulfonyl)phenyl)-3-(3-(2-oxo-2,3-dihydro-1H-benzo[d]imidazol-5-yl)isoxazol-5-yl)pyrazin-2-yl)carbamate C(C)(C)(C)OC(=O)N(C(OC(C)(C)C)=O)C1=NC=C(N=C1C1=CC(=NO1)C1=CC2=C(NC(N2)=O)C=C1)C1=CC=C(C=C1)S(=O)(=O)C(C)C